(R)-N-(8,9-difluoro-6-oxo-1,4,5,6-tetrahydro-2H-pyrano[3,4-c]isoquinolin-1-yl)-N-methyl-2-(trifluoromethyl)indolizine-6-carboxamide FC=1C(=CC=2C3=C(NC(C2C1)=O)COC[C@@H]3N(C(=O)C3=CN1C=C(C=C1C=C3)C(F)(F)F)C)F